BrC1=CC=C(C=C1)N=NC1=C(C=C(C=C1)CCC(CCCC)CC)F (4-bromo-phenyl)-(2-fluoro-4-(3-ethylheptyl)-phenyl)-diazene